1-(2-Chloro-5-(1-methyl-1H-pyrazol-3-yl)pyridin-4-yl)-N3-(2,2-difluoroethyl)cyclohexane-1,3-diamine ClC1=NC=C(C(=C1)C1(CC(CCC1)NCC(F)F)N)C1=NN(C=C1)C